(±)-2-{4-[3-(4,5-dichloro-6-methoxy-1-methyl-1H-indole-2-amido)oxolan-3-yl]phenyl}-3-methylbutanoic acid ClC1=C2C=C(N(C2=CC(=C1Cl)OC)C)C(=O)NC1(COCC1)C1=CC=C(C=C1)C(C(=O)O)C(C)C